CC=1OC2=C(N1)C=CC(=C2)OC2=NC(=NC=N2)N2CCC(CC2)N 1-(4-((2-methylbenzo[d]oxazol-6-yl)oxy)-1,3,5-triazin-2-yl)piperidin-4-amine